2-(5-cyclohexyl-2-methyl-phenoxy)-3-methoxy-prop-2-enoic acid methyl ester COC(C(=COC)OC1=C(C=CC(=C1)C1CCCCC1)C)=O